4-[6-(2,8-diazaspiro[4.5]decan-2-yl)pyridin-3-yl]-6-methyl-1H-pyrrolo[2,3-c]pyridin-7(6H)-one C1N(CCC12CCNCC2)C2=CC=C(C=N2)C=2C1=C(C(N(C2)C)=O)NC=C1